BrC=1C=CC2=C(C3NC(N(C(O2)(C3)C)C3=CC(=CC=C3)C(=O)N3CC2=CC=C(C=C2CC3)C(F)(F)F)=O)C1 8-bromo-2-methyl-3-(3-(6-(trifluoromethyl)-1,2,3,4-tetrahydroisoquinoline-2-carbonyl)phenyl)-5,6-dihydro-2H-2,6-methanobenzo[g][1,3,5]oxadiazocin-4(3H)-one